trans-3-((methylsulfonyl)oxy)cyclobutanecarboxylic acid methyl ester COC(=O)[C@@H]1C[C@H](C1)OS(=O)(=O)C